C1(CCCCC1)CC1CCCCC1 perhydro-diphenylmethane